FC1=C(N(N=C1)C)C=1C=C(C=CC1OC)NC(=O)NC1=CC=C(C=C1)C(F)(F)F 1-[3-(4-Fluoro-2-methyl-2H-pyrazol-3-yl)-4-methoxyphenyl]-3-(4-trifluoromethylphenyl)-urea